4-methyl-2-(3-methyl-1H-pyrazol-1-yl)pyridine CC1=CC(=NC=C1)N1N=C(C=C1)C